ethyl R-acrylate C(C=C)(=O)OCC